O=C1NC(CCC1N1C(C2=CC=CC(=C2C1=O)F)=O)=O 2-(2,6-dioxo-3-piperidyl)-4-fluoroisoindoline-1,3-dione